7-oxo-9-(3-methoxyphenyl)-8-(3-methoxybenzyl)-2,4,6-trioxa-8-aza-dodecyl-N,N-dimethylamine O=C(OCOCOCN(C)C)N(C(CCC)C1=CC(=CC=C1)OC)CC1=CC(=CC=C1)OC